4-(2-(dimethylamino)ethoxy)piperidine-1-carboxylic acid tert-butyl ester C(C)(C)(C)OC(=O)N1CCC(CC1)OCCN(C)C